C(C=C)C1=C(C=CC(=C1)F)NC1=CN=C(C=C1C(=O)OC)C(F)(F)F Methyl 5-((2-allyl-4-fluorophenyl)amino)-2-(trifluoromethyl)isonicotinate